6-(3,4-diaminophenyl)-3-(2-(piperidin-1-yl)ethyl)quinazolin-4(3H)-one NC=1C=C(C=CC1N)C=1C=C2C(N(C=NC2=CC1)CCN1CCCCC1)=O